Isopropyl-1-(bis(4-fluorophenyl)methyl)-4-(3,6-dicyano-1-methyl-2-oxo-1,2-dihydro-1,5-naphthyridin-4-yl)piperazine-2-carboxylate C(C)(C)OC(=O)C1N(CCN(C1)C1=C(C(N(C2=CC=C(N=C12)C#N)C)=O)C#N)C(C1=CC=C(C=C1)F)C1=CC=C(C=C1)F